C(CCCC\C=C/CCCCCCCCCCC)(=O)C(CO)(O)CO monopetroseloylglycerol